C(N)(=O)NC(C)=O N-carbamoyl-acetamide